F[C@H]1[C@H](C1)N1C(C(=CC=C1)NC(=O)C=1C(=CC=2N(C1)C=C(N2)[C@]21CO[C@](CC2)(C1)C)OC(C)C)=O N-(1-((1S,2R)-2-fluorocyclopropyl)-2-oxo-1,2-dihydropyridin-3-yl)-7-isopropoxy-2-((1R,4S)-1-methyl-2-oxabicyclo[2.2.1]heptan-4-yl)imidazo[1,2-a]pyridine-6-carboxamide